BrCCC[Si](OCCC)(OCCC)CCCC bromopropyl-butyldipropyloxysilane